3-(5-(6-((4'-chloro-5,5-dimethyl-3,4,5,6-tetrahydro-[1,1'-biphenyl]-2-yl)methyl)-3,6-diazabicyclo[3.1.1]heptane-3-carbonyl)-6-fluoro-1-oxoisoindolin-2-yl)piperidine-2,6-dione ClC1=CC=C(C=C1)C1=C(CCC(C1)(C)C)CN1C2CN(CC1C2)C(=O)C=2C=C1CN(C(C1=CC2F)=O)C2C(NC(CC2)=O)=O